α-methyl-L-glutamine C[C@](N)(CCC(N)=O)C(=O)O